2,4-di-tert-butyl-6-(1-(pyrrolidin-1-yl)-3-(p-tolyl)prop-2-yn-1-yl)phenol C(C)(C)(C)C1=C(C(=CC(=C1)C(C)(C)C)C(C#CC1=CC=C(C=C1)C)N1CCCC1)O